BrC1=C(C=C2C=C(C(=NC2=C1F)NC)C#N)Cl 7-bromo-6-chloro-3-cyano-8-fluoro-2-(methylamino)quinoline